COC(/C(=C/OC1=CC2=C(N(CC(CS2(=O)=O)(CCCC)CCCC)C2=CC=CC=C2)C=C1)/F)=O (Z)-3-((3,3-dibutyl-1,1-dioxido-5-phenyl-2,3,4,5-tetrahydro-1,5-benzothiazepin-8-yl)oxy)-2-fluoroacrylic acid methyl ester